3-(tert-butyl)isothiazol-5-amine C(C)(C)(C)C1=NSC(=C1)N